[11CH3]C=1C=C2C=3CCCC(C3NC2=CC1)C(=O)N 6-[11C]methyl-2,3,4,9-tetrahydro-1H-carbazole-1-carboxamide